4,4-dimethoxychlorobutane COC(CCCCl)OC